NC1=NC(=C(C=2N1N=C(N2)CN2N=NN=C2C2=NC=CC=C2)C2=CC(=NC=C2)N(C)C)C=2C=C(C#N)C=CC2 3-(5-amino-8-(2-(dimethylamino)pyridin-4-yl)-2-((5-(pyridin-2-yl)-1H-tetrazol-1-yl)methyl)-[1,2,4]triazolo[1,5-c]pyrimidin-7-yl)benzonitrile